6-hydroxy-2H-benzo[d][1,3]oxazine-2,4(1H)-dione OC1=CC2=C(NC(OC2=O)=O)C=C1